C(C)(C)(C)OC(N(C)CCC(=O)N1CCN(CCC1)C1=NC=C(C=C1)C#N)=O N-[3-[4-(5-cyano-2-pyridinyl)-1,4-diazepan-1-yl]-3-oxopropyl]-N-methylcarbamic acid tert-butyl ester